pentylene sulfide C1CCCCS1